(5Z)-2-(4-isopropyl-1-piperazinyl)-5-[(1-methyl-5-nitro-1H-imidazol-2-yl)methylidene]thiazol-4(5H)-one C(C)(C)N1CCN(CC1)C=1S\C(\C(N1)=O)=C/C=1N(C(=CN1)[N+](=O)[O-])C